C(#N)C1=C(C=CC(=N1)C(=O)NC)C1CCN(CC1)CC1=CC(=NC=C1)NC(=O)NCC 6-cyano-5-(1-((2-(3-ethylureido)pyridin-4-yl)methyl)piperidin-4-yl)-N-methylpicolinamide